C(C)C1=CC(=NC=N1)OCC1=C(N=NN1C)C1=CC=C(C(=N1)C)OC1CC2CCC(C2C1)C(=O)O 5-((6-(5-(((6-ethylpyrimidin-4-yl)oxy)methyl)-1-methyl-1H-1,2,3-triazole-4-yl)-2-methylpyridin-3-yl)oxy)octahydropentalene-1-carboxylic acid